C1(CC1)S(=O)(=O)N1N=CC(=C1)C1=NC=CC(=N1)NC1=NC=C(C(=C1)N1CCC(CC1)NCC(F)F)C#CC=1C=NN(C1)C (1-(cyclopropylsulfonyl)-1H-pyrazol-4-yl)-N-(4-(4-((2,2-difluoroethyl)amino)piperidin-1-yl)-5-((1-methyl-1H-pyrazol-4-yl)ethynyl)pyridin-2-yl)pyrimidin-4-amine